Cl.C1(=CC=CC=C1)C12CCNCC2C1 6-phenyl-3-azabicyclo[4.1.0]heptane hydrochloride